7-fluoro-N-(6-methylpyridin-3-yl)-1H-indazole-3-carboxamide FC=1C=CC=C2C(=NNC12)C(=O)NC=1C=NC(=CC1)C